S1[As](SCC1)NC1=CC=CC=C1 (1,3,2-dithiarsolan-2-yl)aniline